(2-ethyl-1-methyl-1H-pyrrolo[2,3-c]pyridin-3-yl)(4-hydroxyphenyl)methanone C(C)C1=C(C=2C(=CN=CC2)N1C)C(=O)C1=CC=C(C=C1)O